cis-3-((2-((tert-butyldimethylsilyl)oxy)ethyl)amino)cyclobutyl (S)-1-(4-fluorophenyl)-3,4-dihydroisoquinoline-2(1H)-carboxylate FC1=CC=C(C=C1)[C@@H]1N(CCC2=CC=CC=C12)C(=O)O[C@@H]1C[C@@H](C1)NCCO[Si](C)(C)C(C)(C)C